E-N-ethyl-phenylhydrazine C(C)N(N)C1=CC=CC=C1